lithium(1+) 6-[2-(dimethylamino)ethyl]pyridine-2-carboxylate CN(CCC1=CC=CC(=N1)C(=O)[O-])C.[Li+]